CC1=CC=C(C=C1)CNCC=1C=CC=2N(C1)C=C(N2)CN2C(C1=CN=CC(=C1C=C2)C2=CC=CC=C2)=O 2-{[6-({[(4-methylphenyl)methyl]amino}methyl)imidazo[1,2-a]pyridin-2-yl]methyl}-5-phenyl-1,2-dihydro-2,7-naphthyridin-1-one